C1(CC1)C(=O)N1N=CC(=C1)C1=NC(=NC=C1)NC=1C=NN(C1)C1CCN(CC1)C Cyclopropyl(4-(2-((1-(1-methylpiperidin-4-yl)-1H-pyrazol-4-yl)amino)pyrimidin-4-yl)1H-pyrazol-1-yl)methanone